6-(2-[(tert-Butoxy)carbonyl]-2,7-diazaspiro[3.5]nonan-7-yl)-1-benzothiophene-2-carboxylic acid C(C)(C)(C)OC(=O)N1CC2(C1)CCN(CC2)C2=CC1=C(C=C(S1)C(=O)O)C=C2